2,2-dimethyl-3-(4-(5-methyl-2-((1-(1-methylpiperidin-4-yl)-1H-pyrazol-4-yl)amino)pyrimidin-4-yl)phenoxy)propanenitrile CC(C#N)(COC1=CC=C(C=C1)C1=NC(=NC=C1C)NC=1C=NN(C1)C1CCN(CC1)C)C